(R*)-5-(5-Chloro-2-cyanophenyl)-2-(2-cyclopropyl-1-(4-(4-fluoro-1-methyl-1H-1,2,3-triazol-5-yl)-1H-pyrazol-1-yl)ethyl)-4-methoxypyridine 1-oxide ClC=1C=CC(=C(C1)C=1C(=CC(=[N+](C1)[O-])[C@@H](CC1CC1)N1N=CC(=C1)C1=C(N=NN1C)F)OC)C#N |o1:14|